[Si](C1=CC=CC=C1)(C1=CC=CC=C1)(C(C)(C)C)OCCCCCC(C1=CN=C(S1)C)NC(N(CC)[C@H](C)C1=NC=C(C(=C1)C=1N=C(C=2N(C1)C=CN2)Cl)OC)=O 3-(6-((tert-butyldiphenylsilyl)oxy)-1-(2-methylthiazol-5-yl)hexyl)-1-((R)-1-(4-(8-chloroimidazo[1,2-a]pyrazin-6-yl)-5-methoxypyridin-2-yl)ethyl)-1-ethylurea